N-(1-(2-fluoroethyl)-3-methoxy-1H-pyrazol-4-yl)-5-iodopyrimidin-2-amine FCCN1N=C(C(=C1)NC1=NC=C(C=N1)I)OC